(4E)-3,4,5,6,6-PENTAMETHYL-4-HEPTEN CC(CC)\C(=C(\C(C)(C)C)/C)\C